[N+](=O)([O-])C=1C=C(C=CC1)S(=O)(=O)NC1=NC(=NC=C1)NCC1=CC=C(C=C1)C(F)(F)F 3-Nitro-N-(2-((4-(trifluoromethyl)benzyl)amino)pyrimidin-4-yl)benzenesulfonamide